C1(CC1)C=1N=C(SC1C(=O)NCCF)C=1C(=C2C(=NC1)NC=C2)NC2C[C@@H]1[C@@H](CN(C1)C([C@H](C)O)=O)C2 4-cyclopropyl-N-(2-fluoroethyl)-2-(4-(((3aR,5R,6aS)-2-((S)-2-hydroxy-propanoyl)octahydrocyclopenta[c]pyrrol-5-yl)amino)-1H-pyrrolo[2,3-b]pyridin-5-yl)thiazole-5-carboxamide